C(C)(=O)O[C@@H]1[C@H]([C@@H]([C@H](C[C@H]1N=[N+]=[N-])N=[N+]=[N-])O[C@H]1OC(=C[C@@H]([C@H]1N=[N+]=[N-])OC(C)=O)C=O)OC(C)=O (1S,2S,3R,4S,6R)-3-(((2S,3R,4S)-4-acetoxy-3-azido-6-formyl-3,4-dihydro-2H-pyran-2-yl) oxy)-4,6-diazidocyclohexane-1,2-diyl diacetate